ClC=1C=C(NC2(CCC3([C@H](CC4=CC=5OCCCOC5C=C34)C[C@H](CO)C)CC2)C(=O)OC)C=CC1 methyl (1r,4S,8'S)-4-(3-chloroanilino)-8'-[(2R)-3-hydroxy-2-methylpropyl]-3',4',8',9'-tetrahydro-2'H-spiro[cyclohexane-1,7'-indeno[5,6-b][1,4]dioxepine]-4-carboxylate